methyl 2-amino-2-(2,4-difluoro-3-(trifluoromethyl)phenyl)acetate NC(C(=O)OC)C1=C(C(=C(C=C1)F)C(F)(F)F)F